2-amino-6-borono-2-(3-(ethyl(tetrahydro-2H-pyran-4-yl)amino)propyl)-hexanoic acid NC(C(=O)O)(CCCCB(O)O)CCCN(C1CCOCC1)CC